4-(3-(6-ethoxy-5-methoxypyridin-2-yl)phenyl)-1,2-oxaborolan-2-ol C(C)OC1=C(C=CC(=N1)C=1C=C(C=CC1)C1CB(OC1)O)OC